FC1=CC(=C(C=C1)N1C=C(C=2C1=CN=CC2)C(=O)C2CCN(CC2)C(=O)[C@H]2N([C@@H]1CC[C@H]2C1)C(=O)OC(C)(C)C)C=1C(=NC=NC1)C(C)C tert-Butyl (1R,3S,4S)-3-(4-(1-(4-fluoro-2-(4-isopropylpyrimidin-5-yl)phenyl)-1H-pyrrolo[2,3-c]pyridine-3-carbonyl)piperidine-1-carbonyl)-2-azabicyclo[2.2.1]heptane-2-carboxylate